4-chloro-5-(trifluoromethyl)-pyrimidin-2-amine ClC1=NC(=NC=C1C(F)(F)F)N